C(C)(C)(C)S1C(=NN=C1C(F)F)C1=C(C=C(C=C1)Cl)Br tert-butyl-2-(2-bromo-4-chlorophenyl)-5-(difluoromethyl)-1,3,4-thiadiazole